FC(C(=O)O)(F)F.COC1=C(C=CC(=C1)OC1=C2C(=NC=C1)NC=C2)N2C(N(CC2=O)C2=CC(=CC=C2)C(F)(F)F)=O 3-[2-methoxy-4-(1H-pyrrolo[2,3-b]pyridin-4-yloxy)phenyl]-1-[3-(trifluoromethyl)phenyl]-2,4-imidazolidinedione trifluoroacetate